1-{[(morpholin-4-yl)acetyl]oxy}pyrrolidine-2,5-dione N1(CCOCC1)CC(=O)ON1C(CCC1=O)=O